C(=O)(O)CCN1C(SC=C1CO)=S 3-(2-carboxyethyl)-4-hydroxymethyl-4-thiazoline-2-thione